6,6-bis((5,5,6,6,6-pentafluorohexyl)oxy)hexanenitrile FC(CCCCOC(CCCCC#N)OCCCCC(C(F)(F)F)(F)F)(C(F)(F)F)F